furanylmethyl ether O1C(=CC=C1)COCC=1OC=CC1